(1aS,7bR)-2-hydroxy-5-{[1-(2-methyl-L-seryl)azetidin-3-yl]oxy}-1,1a,2,7b-tetrahydrocyclopropa[c][1,2]benzoxaborinine-4-carboxylic acid OB1OC2=C([C@H]3[C@@H]1C3)C=CC(=C2C(=O)O)OC2CN(C2)C([C@@](N)(CO)C)=O